FC1=CC=C(C=C1)C1=NOC(=C1COC1=CC=C2C(=N1)CN(C2)C(C)=O)C 1-(2-{[3-(4-fluorophenyl)-5-methyl-1,2-oxazol-4-yl]methoxy}-5,7-dihydro-6H-pyrrolo[3,4-b]pyridin-6-yl)ethanone